CC1=C(C=CC=C1)\C=C\C(=O)C1=C(C=CC=C1)C (E)-2,2'-dimethyl-chalcone